ClC1=CC2=C(S1)C1(CC(N(CC1)CC#C)C)OCC2 2-chloro-2'-methyl-1'-prop-2-ynyl-spiro[4,5-dihydrothieno[2,3-c]pyran-7,4'-piperidine]